NCCN (2-aminoethyl)amine